C1(=CC=CC2=CC=CC=C12)C1=CC=C(C=C1)NC1=CC=C(C=C1)C1=CC=CC=2C=3C=CC=CC3OC12 N-[4-(naphthalen-1-yl)phenyl]-4-{8-oxatricyclo[7.4.0.02,7]trideca-1(9),2(7),3,5,10,12-hexaene-6-yl}aniline